Trimethyl-1,5-pentanediol diacrylat C(C=C)(=O)OC(C(CCCOC(C=C)=O)C)(C)C